FC(C=1C=C(C=C(C1)C(F)(F)F)C=1C(=NN(C1C(=O)N(C)C)C=1SC(=C(N1)C1=CC(=C(C=C1)Cl)Cl)SC(C)C)C)(F)F 4-(3,5-bis(trifluoromethyl)phenyl)-1-(4-(3,4-dichlorophenyl)-5-(isopropylthio)thiazol-2-yl)-N,N,3-trimethyl-1H-pyrazole-5-carboxamide